C1(CC1)S(=O)(=O)C1=CC=C(C=C1)C1=NNC2=NC=C(C=C21)C=2C=CC1=C(CCC(CC1)(C)N[C@@H]1COCC1)C2 (3S)-N-(2-{3-[4-(Cyclopropanesulfonyl)phenyl]-1H-pyrazolo[3,4-b]pyridin-5-yl}-7-methyl-6,7,8,9-tetrahydro-5H-benzo[7]annulen-7-yl)oxolan-3-amine